COC(COC1=CC(=CC=C1)OC)=O 2-(3-methoxyphenoxy)acetic acid methyl ester